FC=1C=C(C=C2C=CC(OC12)=N)C1=CC=C(C=C1)C(F)(F)F 8-fluoro-2-imino-6-(4-(trifluoromethyl)phenyl)-2H-chromen